BrC=1C=C2C=CNC(C2=CN1)=O 6-bromo-2,7-naphthyridin-1(2H)-one